C(C)OC(=O)C1=NC(=NC2=CC(=CC=C12)F)C1=CC(=CC=C1)C1=CC(=NO1)[C@]1(C(N(CC1)C)=O)O (R)-7-fluoro-2-(3-(3-(3-hydroxy-1-methyl-2-oxopyrrolidin-3-yl)isoxazol-5-yl)phenyl)quinazoline-4-carboxylic acid ethyl ester